4-(dimethylamino)but-2-en-1-one CN(CC=CC=O)C